NC1=C2C(=C3C(=N1)C=CS3)N(C(=N2)CCCC)CC=2C=C(C=CC2)CO (3-((4-amino-2-butyl-1H-imidazo[4,5-d]thieno[3,2-b]pyridin-1-yl)methyl)phenyl)methanol